S1C(C=CC1)=N 5H-thiophene-2-imine